5-[4-amino-5-(trifluoromethyl)pyrrolo[2,1-f][1,2,4]triazin-7-yl]-N-[(3R,4S)-1-(2,2-difluorocyclopropanecarbonyl)-4-fluoro-pyrrolidin-3-yl]-2-methoxy-pyridine-3-carboxamide NC1=NC=NN2C1=C(C=C2C=2C=C(C(=NC2)OC)C(=O)N[C@@H]2CN(C[C@@H]2F)C(=O)C2C(C2)(F)F)C(F)(F)F